OC=1COC(C1O)=O 3,4-dihydroxy-5-oxo-2,5-dihydrofuran